N1=C(C=CC(=C1)CC#N)C1=NC=C(C=C1)CC#N [2,2'-bipyridine]-5,5'-diacetonitrile